2λ2-isoindoline C1[N]CC2=CC=CC=C12